4-Ethylpyridine-3,5-dicarbonitrile C(C)C1=C(C=NC=C1C#N)C#N